2,6-bis((S)-4-benzyl-4,5-dihydro-oxazol-2-yl)pyridine C(C1=CC=CC=C1)[C@@H]1N=C(OC1)C1=NC(=CC=C1)C=1OC[C@@H](N1)CC1=CC=CC=C1